C(C)C1(OC2=CC=C(C=C2C(C1)=O)C1=NC(=NO1)C1=C(C=NC=C1)C(F)(F)F)CC 2,2-diethyl-6-(3-(3-(trifluoromethyl)pyridin-4-yl)-1,2,4-oxadiazol-5-yl)chroman-4-one